COC1=CC(=C2CCCNC2=C1)C1(CC1)NC(C1=C(C=CC(=C1)OC[C@H]1N(CC1)C)C)=O (S)-N-(1-(7-Methoxy-1,2,3,4-tetrahydroquinolin-5-yl)cyclopropyl)-2-methyl-5-((1-methylazetidin-2-yl)methoxy)benzamide